1-(2-((1H-indol-6-yl)amino)pyridin-4-yl)ethanol N1C=CC2=CC=C(C=C12)NC1=NC=CC(=C1)C(C)O